6-methoxy-1,2,3,4-tetrahydroisoquinoline-7-carboxamide COC=1C=C2CCNCC2=CC1C(=O)N